(Z)-3-(1-(4-amino-2-fluorobut-2-en-1-yl)-2-methyl-1H-benzo[d]imidazol-4-yl)-N-cyclopropylbenzenesulfonamide NC\C=C(\CN1C(=NC2=C1C=CC=C2C=2C=C(C=CC2)S(=O)(=O)NC2CC2)C)/F